4-(1-(4-fluorophenyl)vinyl)-6-methyl-1-p-toluenesulfonyl-1,6-dihydro-7H-pyrrolo[2,3-c]pyridin-7-one FC1=CC=C(C=C1)C(=C)C=1C2=C(C(N(C1)C)=O)N(C=C2)S(=O)(=O)C2=CC=C(C)C=C2